ONC(=O)C1=CC2=C(OCC(N2CC2=NN(N=C2)C2=CC=CC=C2)=O)C=C1 N-hydroxy-3-oxo-4-((2-phenyl-2H-1,2,3-triazol-4-yl)methyl)-3,4-dihydro-2H-benzo[b][1,4]oxazine-6-carboxamide